B(F)(F)F.[K] potassium trifluoroborate salt